CC1=C(C2=C(N(C(=N2)CN2CCC(CC2)C2=CC=CC=3O[C@](OC32)(C)C3=NC=C(C=C3)Cl)CC3=CN=CS3)C=C1)OC1CC1 methyl-(S)-2-((4-(2-(5-chloropyridin-2-yl)-2-methylbenzo[d][1,3]dioxol-4-yl)piperidin-1-yl)methyl)-4-cyclopropoxy-1-(thiazol-5-ylmethyl)-1H-benzo[d]imidazole